CN1C(=CC=C1C)C(N)=N 1,5-dimethyl-1H-pyrrole-2-carboximidamide